C([C@@H]1[C@H]([C@@H]([C@H](C(O1)O)N)O)O)OS(=O)(=O)[O-] The molecule is the organosulfate oxoanion formed by proton loss from the sulfate group of 6-O-sulfo-D-glucosamine. It is a conjugate base of a 6-O-sulfo-D-glucosamine.